NC1=NC=C(C=N1)C(=O)N=C1N=C2C(=C(C=CC2=C2N1CCN2)OCCCN2CCOCC2)OC amino-N-[7-methoxy-8-(3-morpholin-4-ylpropoxy)-2,3-dihydro-1H-imidazo[1,2-c]quinazolin-5-ylidene]pyrimidine-5-carboxamide